C(C1=CC=CC=C1)OC1=CC(=C(C(=C1NCC(=O)OCC)F)I)CC ethyl (6-(benzyloxy)-4-ethyl-2-fluoro-3-iodophenyl)glycinate